FC1=C(C(=O)N[C@@H](CO)C2=CC=CC=C2)C=CN=C1 |r| 3-fluoro-N-[(1RS)-2-hydroxy-1-phenylethyl]isonicotinamide